CS(=O)(=O)C=1C=C2C(=CN=CC2=CC1)N1C(NC2=CC=C(C=C2C1=O)C(F)(F)F)=O 3-(6-(methylsulfonyl)isoquinolin-4-yl)-6-(trifluoromethyl)quinazoline-2,4(1H,3H)-dione